CC1=CC=CC(=N1)C1=NC=CC(=N1)NC1=NC(=NC=C1)NC1=CC=C(C=C1)CN1C[C@H](CCC1)C(=O)O (3S)-1-[[4-[[4-[[2-(6-methyl-2-pyridyl)pyrimidin-4-yl]amino]pyrimidin-2-yl]amino]phenyl]methyl]piperidine-3-carboxylic acid